C(CCC)C=1C=CC=C(C(=O)O)C1 5-butylbenzoic acid